C(CCC)NP(=O)(N)OP(=O)(N)OP(=O)(O)O N-butyl-triphosphoric triamide